2-[(3,6-dichloro-2-methoxybenzoyl)oxy]-1H-isoindole-1,3(2H)-dione ClC=1C(=C(C(=O)ON2C(C3=CC=CC=C3C2=O)=O)C(=CC1)Cl)OC